2-chloro-4-methoxy-1-nitrobenzene ClC1=C(C=CC(=C1)OC)[N+](=O)[O-]